3-cyclopropyl-N-methyl-2-(2,2,2-trifluoroacetamido)propenamide C1(CC1)C=C(C(=O)NC)NC(C(F)(F)F)=O